NC1=NC(=NC(=C1[N+](=O)[O-])O)O 4-amino-2,6-dihydroxy-5-nitro-pyrimidine